FC(OCCCC(=O)NN)(F)F 4-(Trifluoromethoxy)butanoylhydrazine